CN(C)N(P(=O)(N)N)Cl (dimethylamino)chlorophosphoramide